N1(CCC(=CC1)C(=O)OC)C(=O)OC(C)(C)C 1-(tert-butyl) 4-methyl 3,6-dihydropyridine-1,4(2H)-dicarboxylate